6-(7-(((3R,4S)-3-hydroxy-4-(hydroxymethyl)-1-piperidinyl)carbonyl)-2-quinoxalinyl)-2-methyl-1(2H)-isoquinolinone O[C@H]1CN(CC[C@H]1CO)C(=O)C1=CC=C2N=CC(=NC2=C1)C=1C=C2C=CN(C(C2=CC1)=O)C